ClC=1C(=NC(=NC1)NC1=C(C=C(C(=O)N2CCC3(CCN(CC3)C(=O)OC(C)(C)C)CC2)C=C1)OC)NC tert-butyl 9-(4-((5-chloro-4-(methylamino)pyrimidin-2-yl)amino)-3-methoxybenzoyl)-3,9-diazaspiro[5.5]undecane-3-carboxylate